6-(12-hydroxydodecyl)-3-phenyl-2H,6H,7H-pyrano[3,2-c]pyridine-2,7-dione OCCCCCCCCCCCCN1C=C2C(=CC1=O)OC(C(=C2)C2=CC=CC=C2)=O